FC(C(C(F)F)(O)C1=CC=C(C=2N1N=CN2)OB(O)O)F (5-(1,1,3,3-tetrafluoro-2-hydroxypropan-2-yl)-[1,2,4]triazolo[1,5-a]pyridin-8-yl)boric acid